tert-Butyl-((3R,5R)-1-(2-chloro-4-methoxy-3-methylbenzofuran-6-carbonyl)-5-fluoropiperidin-3-yl)carbamate C(C)(C)(C)OC(N[C@H]1CN(C[C@@H](C1)F)C(=O)C1=CC2=C(C(=C(O2)Cl)C)C(=C1)OC)=O